C(C)(C)(C)OC(C(CC(CCCOC1=C(C=CC=C1)C)C(NCCN1C(=NC=C1)[N+](=O)[O-])=O)NC(=O)OC(C)(C)C)=O 2-((tert-Butoxycarbonyl)amino)-4-((2-(2-nitro-1H-imidazol-1-yl)ethyl)carbamoyl)-7-(tolyloxy)heptanoic acid tert-butyl ester